C12(CC3CC(CC(C1)C3)C2)C(=N)N (3R,5R,7R)-adamantane-1-carboxamidine